((1-(methoxycarbonyl)pyrrolidin-2-yl)methyl)-1H-benzo[d]Imidazole-6-carboxylic acid COC(=O)N1C(CCC1)CN1C=NC2=C1C=C(C=C2)C(=O)O